CC=1N=C2N(N=C(C(=C2)C)N2CCC(CC2)OC=2C=C3CCN(C(C3=CC2)=O)C)C(C1)=O 2,8-dimethyl-7-(4-((2-methyl-1-oxo-1,2,3,4-tetrahydroisoquinolin-6-yl)oxy)piperidin-1-yl)-4H-pyrimido[1,2-b]pyridazin-4-one